1-(2-(2-Methoxyphenyl)-2H-pyrazolo[4,3-c]pyridin-6-yl)-N,N-dimethylazetidine-3-sulfonamide COC1=C(C=CC=C1)N1N=C2C(C=NC(=C2)N2CC(C2)S(=O)(=O)N(C)C)=C1